C12(OCC3=CC=CC=C13)CCCCC2 spiro[cyclohexane-1,1'-isobenzofuran]